BrC=1C=C(C=C(C1)C(F)(F)F)C(CC(=O)O)(F)F 3-bromo-β,β-difluoro-5-(trifluoromethyl)-benzenepropanoic acid